COC=1C=C(C=CC1)NC(C1=CC=C(C=C1)C1=NC2=C(N1CC(NC1=CC=C(C=C1)C)=O)C=CC=C2)=O N-(3-methoxyphenyl)-4-{1-[2-oxo-2-(p-toluylamino)ethyl]-1H-benzimidazol-2-yl}benzamide